1-(3-selenophenecarbonyl)-lysergic acid diethylamide C(C)N(C(=O)[C@H]1CN(C)[C@@H]2CC3=CN(C4=CC=CC(C2=C1)=C34)C(=O)C3=C[Se]C=C3)CC